(1R,2S,5S)-3-(6-fluoro-1H-indole-2-carbonyl)-6,6-dimethyl-N-((S)-1-oxo-3-((S)-2-oxopyrrolidin-3-yl)propan-2-yl)-3-azabicyclo[3.1.0]hexane-2-carboxamide FC1=CC=C2C=C(NC2=C1)C(=O)N1[C@@H]([C@H]2C([C@H]2C1)(C)C)C(=O)N[C@H](C=O)C[C@H]1C(NCC1)=O